COC1=C2CC3(CCNCC3)C(C2=CC=C1)=O 4-methoxyspiro[indane-2,4'-piperidine]-1-one